1-(3,8-diazabicyclo[3.2.1]octan-3-yl)-6-(8-chloronaphthalen-1-yl)-3-(((2R)-2-fluorotetrahydro-1H-pyrrolizin-7a(5H)-yl)methoxy)-5,6,7,8-tetrahydro-2,6-naphthyridine-4-carbonitrile C12CN(CC(CC1)N2)C2=NC(=C(C=1CN(CCC21)C2=CC=CC1=CC=CC(=C21)Cl)C#N)OCC21CCCN1C[C@@H](C2)F